(5S,8S)-5-fluoro-8-hydroxy-N-(2,3,6-tri-chlorobenzyl)-5,6,7,8-tetrahydroquinoline-5-carboxamide F[C@@]1(C=2C=CC=NC2[C@H](CC1)O)C(=O)NCC1=C(C(=CC=C1Cl)Cl)Cl